nickel-platinum-cobalt [Co].[Pt].[Ni]